CC(C)(CCCCC)N1C(C=C(C=C1)N)N N-(2-methyl-2-heptyl)-2,4-diaminopyridine